C(C(O)C(O)C(=O)[O-])(=O)[O-] (2S,3S)-(-)-tartarate